1-(6-chloro-4-((2-methoxy-3-(1-methyl-1H-1,2,4-triazol-3-yl)phenyl)amino)pyridin-3-yl)ethan-1-one ClC1=CC(=C(C=N1)C(C)=O)NC1=C(C(=CC=C1)C1=NN(C=N1)C)OC